N-{4-[4-amino-2-(2-methoxyethyl)-1H-imidazo[4,5-c]quinolin-1-yl]butyl}quinoline-3-carboxamide NC1=NC=2C=CC=CC2C2=C1N=C(N2CCCCNC(=O)C=2C=NC1=CC=CC=C1C2)CCOC